3-methylimidazo[1,5-a]pyridine-1-carbonitrile CC1=NC(=C2N1C=CC=C2)C#N